C(C)(C)(C)C=1C=C(C=C(C1)C(C)(C)C)NC=1C2=CC=CC=C2C(=C2C=CC(=CC12)C1=CC=CC=C1)NC1=CC(=CC(=C1)C(C)(C)C)C(C)(C)C N,N'-bis(3,5-di-t-butylphenyl)-2-phenylanthracene-9,10-diamine